3-((4-carbamoyl-phenoxy)methyl)-4-methoxybenzo[b]thiophene-2-carboxylic acid isopropyl ester C(C)(C)OC(=O)C1=C(C2=C(S1)C=CC=C2OC)COC2=CC=C(C=C2)C(N)=O